1-((5-(5-(difluoromethyl)-1,3,4-oxadiazole-2-yl)pyridine-2-yl)methyl)-3-methyl-5-(1-methyl-1H-pyrazole-5-yl)-1,3-dihydro-2H-benzo[d]imidazole-2-one FC(C1=NN=C(O1)C=1C=CC(=NC1)CN1C(N(C2=C1C=CC(=C2)C2=CC=NN2C)C)=O)F